9-amino-1-nonanol NCCCCCCCCCO